2-methyl-6-[4-methyl-3-(methyloxy)phenyl]pyrimidin-4-amine CC1=NC(=CC(=N1)N)C1=CC(=C(C=C1)C)OC